C(#N)C1=C(C=CC(=C1)F)NC(OC)=O methyl (2-cyano-4-fluorophenyl)carbamate